2-[[4-[6-[(4-cyano-2-fluoro-phenyl)methoxy]-2-pyridyl]-2,5-difluoro-phenyl]methyl]-7-iodo-3-(2-methoxyethyl)benzimidazole-5-carboxylic acid C(#N)C1=CC(=C(C=C1)COC1=CC=CC(=N1)C1=CC(=C(C=C1F)CC=1N(C2=C(N1)C(=CC(=C2)C(=O)O)I)CCOC)F)F